((1H-Pyrrolo[2,3-b]pyridin-5-yl)methyl)-2-oxa-7-azaspiro[3.5]nonane N1C=CC=2C1=NC=C(C2)CC2OCC21CCNCC1